ClC=1C(=C(C(=C(C1CC)N)C)N)CC 5-chloro-4,6-diethyl-2-methyl-1,3-benzenediamine